OC1=NC(=CC(=N1)O)C 2,4-dihydroxy-6-methylpyrimidine